[Al].[Zr].[Ce] cerium-zirconium aluminum